N1=C(C=CC=C1C1=C(C=CC=C1)C=1SC=C(C1O)CC(C)C)C1=C(C=CC=C1)C=1SC=C(C1O)CC(C)C 2,2'-(pyridine-2,6-diylbis(2,1-phenylene))bis(4-isobutylthiophene-3-ol)